N-(3-chloro-4-fluorobenzyl)-N-(2,2-dimethoxyethyl)-4-methylbenzenesulfonamide ClC=1C=C(CN(S(=O)(=O)C2=CC=C(C=C2)C)CC(OC)OC)C=CC1F